4-hydroxyphenyl(α-naphthylmethyl)methylsulfonium OC1=CC=C(C=C1)[S+](C)CC1=CC=CC2=CC=CC=C12